C(C)C(CC1=CC(=C(C(=C1)OC)OC)OC)N α-ethyl-3,4,5-trimethoxyphenethylamine